NC1=NC=NN2C1=C(C=C2C=2C=CC(=C(C(=O)N[C@@H]1CN(C[C@@H]1F)C(=O)C1(CC1)F)C2)Cl)CN2CCC(CC2)C(F)(F)F 5-(4-amino-5-{[4-(trifluoromethyl)piperidin-1-yl]methyl}pyrrolo[2,1-f][1,2,4]triazin-7-yl)-2-chloro-N-[(3R,4S)-4-fluoro-1-(1-fluorocyclopropanecarbonyl)pyrrolidin-3-yl]benzamide